ClC=1C=C(C=C(C1)Cl)C1(CC(=NO1)C1=CC(=C(C(=O)NCC(=O)OCC)C=C1)C)C(F)(F)F ethyl (4-(5-(3,5-dichlorophenyl)-5-(trifluoromethyl)-4,5-dihydroisoxazol-3-yl)-2-methylbenzoyl)glycinate